N-(5-(3-(9H-purin-6-yl)pyridin-2-ylamino)-2-fluorophenyl)-5-(trifluoromethyl)nicotinamide N1=CN=C2NC=NC2=C1C=1C(=NC=CC1)NC=1C=CC(=C(C1)NC(C1=CN=CC(=C1)C(F)(F)F)=O)F